tert-butyl (S)-2-cyanoazetidine-1-carboxylate C(#N)[C@H]1N(CC1)C(=O)OC(C)(C)C